Butyl (3R)-3-[1-(benzyloxymethyl)-1-[(3-bromophenyl)methyl]-2-methoxy-2-oxo-ethyl]pyrrolidine-1-carboxylate C(C1=CC=CC=C1)OCC(C(=O)OC)(CC1=CC(=CC=C1)Br)[C@@H]1CN(CC1)C(=O)OCCCC